C(C)C1=NC2=C(N1C1=CC(=CC=C1)C=1C3=CC=CC=C3C(=C3C=CC=CC13)C=1C=C(C=CC1)C=1C(=C(C(=C(C1)C1=CC=CC=C1)C1=CC=CC=C1)C1=CC=CC=C1)C1=CC=CC=C1)C=CC=C2 2-Ethyl-1-(3-(10-(3',4',5'-triphenyl-[1,1':2',1''-terphenyl]-3-yl)anthracen-9-yl)phenyl)-1H-benzo[d]imidazole